1-(4-(6-chloro-2-(1-cyclopropylpiperidin-4-ylamino)-8-fluoro-7-(3-hydroxy-naphthalen-1-yl)quinazolin-4-yl)piperazin-1-yl)prop-2-en-1-one ClC=1C=C2C(=NC(=NC2=C(C1C1=CC(=CC2=CC=CC=C12)O)F)NC1CCN(CC1)C1CC1)N1CCN(CC1)C(C=C)=O